bis(thietanyl) sulfide S1C(CC1)SC1SCC1